ClC=1C(=NC(=NC1C(F)(F)F)SC)/C(/N)=N/O (Z)-5-chloro-N'-hydroxy-2-(methylthio)-6-(trifluoromethyl)pyrimidine-4-carboximidamide